4-oxo-2,6-di(pyridin-2-yl)piperidine-3,5-dicarboxylate O=C1C(C(NC(C1C(=O)[O-])C1=NC=CC=C1)C1=NC=CC=C1)C(=O)[O-]